C[Si](O)(C1=CC=CC=C1)C Dimethyl-phenyl-silanol